1,3-dioxoisoindolin-2-yl 1-(trifluoromethyl)cyclobutane-1-carboxylate FC(C1(CCC1)C(=O)ON1C(C2=CC=CC=C2C1=O)=O)(F)F